C1(CCC1)CC1=C(C=NN1C)C1=NC(=NC=C1)NC1CCC(CC1)N (1R,4R)-N1-(4-(5-(cyclobutylmethyl)-1-methyl-1H-pyrazol-4-yl)pyrimidin-2-yl)cyclohexane-1,4-diamine